C(C)(C)C1=NC=CC=C1C=1N=C(N2C1CN(CC2)C2=CC=C(C=C2)C=2N(C=C(N2)C(F)(F)F)C)C 1-(2-isopropylpyridin-3-yl)-3-methyl-7-(4-(1-methyl-4-(trifluoromethyl)-1H-imidazol-2-yl)phenyl)-5,6,7,8-tetrahydroimidazo[1,5-a]pyrazine